N-(4-(2-(Dimethylamino)ethoxy)phenyl)-1-isopropyl-1H-[1,2,3]triazolo[4,5-h]quinazolin-8-amine hydrochloride Cl.CN(CCOC1=CC=C(C=C1)NC1=NC=2C3=C(C=CC2C=N1)N=NN3C(C)C)C